2-[2-[2-[(2R,3R,4R,5R,6R)-3-acetamido-4,5-diacetoxy-6-(acetoxymethyl)tetrahydro-pyran-2-yl]oxyethoxy]ethoxy]acetic acid C(C)(=O)N[C@H]1[C@@H](O[C@@H]([C@@H]([C@@H]1OC(C)=O)OC(C)=O)COC(C)=O)OCCOCCOCC(=O)O